N,N-dimethylmethan-1-amine CN(C)C